1-tert-butyl 2-methyl (2S,4S)-4-hydroxypyrrolidine-1,2-dicarboxylate O[C@H]1C[C@H](N(C1)C(=O)OC(C)(C)C)C(=O)OC